BrCC(CO[Si](C)(C)C(C)(C)C)(C)C (3-bromo-2,2-dimethyl-propoxy)-tert-butyl-dimethyl-silane